2-fluoro-5-cyano-1,1'-biphenyl FC1=C(C=C(C=C1)C#N)C1=CC=CC=C1